OC[C@@H]1[C@H](CCC1)N(C(OC(C)(C)C)=O)C tert-butyl N-[(1S,2S)-2-(hydroxymethyl)cyclopentyl]-N-methyl-carbamate